6,7-dihydro-5H-cyclopentapyrimidine N1=CN=CC2=C1CCC2